FC1=C(C=CC(=C1)F)S(=O)(=O)NC=1C=C(C=NC1OC)C=1C=C2C(=C(C=NC2=CC1)F)C=1CCN(CC1)C(=O)OC(C)(C)C tert-butyl 4-(6-(5-((2,4-difluorophenyl) sulphonamido)-6-methoxypyridin-3-yl)-3-fluoroquinolin-4-yl)-3,6-dihydropyridine-1(2H)-carboxylate